COC1=CC(=C(C(=C1O)CCCCC1=C(C=CC=C1)C)O)OC dimethoxytolylbutyl-resorcinol